COC(C1=CC(C(=O)OC)=CC=C1)=O.NN1N=NN=C1 4-aminotetrazole dimethyl-isophthalate